tert-butyl (S)-3-((3-(((S)-chroman-4-yl)carbamoyl)phenyl)amino)-3-(5-(pyridin-4-yl)-4H-1,2,4-triazol-3-yl)pyrrolidine-1-carboxylate O1CC[C@@H](C2=CC=CC=C12)NC(=O)C=1C=C(C=CC1)N[C@@]1(CN(CC1)C(=O)OC(C)(C)C)C1=NN=C(N1)C1=CC=NC=C1